C(CCCCCCC)C(=C)C1=CC=CC=C1 alpha-octylstyrene